CC1=CC(=NN1)NC1=NC(=CN=C1)OC12CCN(CC1)CC2 N-(5-methyl-1H-pyrazol-3-yl)-6-(quinuclidin-4-yloxy)pyrazin-2-amine